NC1=C(C=C(C#N)C=C1)C 4-amino-3-methylbenzonitrile